Bis-Bromomethyl-Benzene BrCC1=C(C=CC=C1)CBr